C(C)(C)(C)OC(=O)N[C@@H](C(C)C)C(=O)N1[C@@H](C[C@H](C1)O)C(=O)O N-(tert-butoxycarbonyl)-L-valyl-(4R)-4-hydroxy-L-proline